N-{3-[(4-cyano-6,7-dihydro-5H-cyclopenta[c]pyridazin-3-yl)sulfanyl]phenyl}acetamide C(#N)C=1C2=C(N=NC1SC=1C=C(C=CC1)NC(C)=O)CCC2